N(C1=CC=CC=C1)C1=C(NC2=C1C(N(C=C2C)C)=O)C2=CC(=NC=C2)NC(CC2=CC=C(C=C2)F)=O N-[4-(3-anilino-5,7-dimethyl-4-oxo-4,5-dihydro-1H-pyrrolo[3,2-c]pyridin-2-yl)pyridin-2-yl]-2-(4-fluorophenyl)acetamide